(Z)-4-(2-ethynylthiazol-4-yl)-2-hydroxy-3-methylcyclopent-3-en-1-one O-benzyl oxime C(C1=CC=CC=C1)O\N=C\1/C(C(=C(C1)C=1N=C(SC1)C#C)C)O